FC1=CC(=C(C=C1)C1=CC(=CC=C1)C(C)=O)C1=NN=CN1C 1-(4'-Fluoro-2'-(4-methyl-4H-1,2,4-triazol-3-yl)-[1,1'-biphenyl]-3-yl)ethan-1-one